2-bromo-5-[(2,6-dimethylphenyl)methoxy]pyridine tert-butyl-N-[2-[2-(tert-butoxycarbonylamino)ethylamino]ethyl]carbamate C(C)(C)(C)OC(NCCNCCNC(=O)OC(C)(C)C)=O.BrC1=NC=C(C=C1)OCC1=C(C=CC=C1C)C